2-(((2,6-Dibenzhydryl-4-methoxyphenyl)imino)methyl)naphthalen-1-ol C(C1=CC=CC=C1)(C1=CC=CC=C1)C1=C(C(=CC(=C1)OC)C(C1=CC=CC=C1)C1=CC=CC=C1)N=CC1=C(C2=CC=CC=C2C=C1)O